C(N)(=O)C1=CC=C2CC3(CCN(CC3)C=3C(=NC(=C(N3)C)C3=C(C(=CC=C3)Cl)Cl)C(=O)OCC)[C@@H](C2=C1)N[S@](=O)C(C)(C)C ethyl 3-((S)-6-carbamoyl-1-((R)-1,1-dimethylethylsulfinamido)-1,3-dihydrospiro[indene-2,4'-piperidin]-1'-yl)-6-(2,3-dichlorophenyl)-5-methylpyrazine-2-carboxylate